FC1=C(C=CC=C1)C1=C(C(=NC=C1)C1CC2(COC2)C1)NC(=O)C=1C=NC(=NC1)C(C)C N-(4-(2-fluorophenyl)-2-(2-oxaspiro[3.3]heptan-6-yl)pyridin-3-yl)-2-isopropylpyrimidine-5-carboxamide